CC1=NN=C2N1C=CC(=C2C)C(CC(=O)OCC)C=2C=C(C1=C(C=CS1)C2)CO Ethyl 3-(3,8-dimethyl[1,2,4]triazolo[4,3-a]pyridin-7-yl)-3-[7-(hydroxymethyl)-1-benzothiophen-5-yl]propanoate